BrC=1C(N(N=C(C1)Cl)CC)=O 4-bromo-6-chloro-2-ethylpyridazine-3(2H)-one